(R)-3-(3-((R,S)-1-(4-amino-8-methylpyrido[3,2-d]pyrimidin-6-yl)piperidin-3-yl)isoxazol-5-yl)-3-hydroxy-1-methylpyrrolidin-2-one NC=1C2=C(N=CN1)C(=CC(=N2)N2C[C@@H](CCC2)C2=NOC(=C2)[C@]2(C(N(CC2)C)=O)O)C